C(CCC)N1C=[NH+]C=C1.FC([S+](=O)=O)(F)F trifluoromethanesulfonylium, 1-butylimidazolium salt